1-(1-((3-benzyl-1,2,4-oxadiazol-5-yl)methyl)piperidin-4-yl)-6-fluoro-4-methyl-1,4-dihydroquinoxaline-2,3-dione C(C1=CC=CC=C1)C1=NOC(=N1)CN1CCC(CC1)N1C(C(N(C2=CC(=CC=C12)F)C)=O)=O